C(C)NC=1C=C(C=C2C3=C(NC12)N=CC(=C3N3N=C(C=C3)C(F)(F)F)C=3C=NC(=NC3)O[C@H]3CNCC3)F N-Ethyl-6-fluoro-3-[2-[(3R)-pyrrolidin-3-yl]oxypyrimidin-5-yl]-4-[3-(trifluoromethyl)pyrazol-1-yl]-9H-pyrido[2,3-b]indol-8-amin